FC(S(=O)(=O)OC[C@H](CCCC=1C=C2C(=NC=NN2C1)C1=CC(=C(C=C1)CNC(=O)OC(C)(C)C)C)F)(F)F [(2S)-5-[4-[4-[(tert-butoxycarbonylamino)methyl]-3-methyl-phenyl]pyrrolo[2,1-f][1,2,4]triazin-6-yl]-2-fluoro-pentyl] trifluoromethanesulfonate